CN1C(=CC(=C1)NC(=O)C=1N(C=C(N1)NC(CCNC(=O)C=1N(C=C(C1)NC(=O)C=1N(C=CN1)C)C)=O)C)C(=O)O 1-methyl-4-[1-methyl-4-(3-{[1-methyl-4-(1-methylimidazole-2-amido)pyrrol-2-yl]formamido}propanamido)imidazole-2-amido]pyrrole-2-carboxylic acid